CC1(C(C1)CCCCCCCCO)C 8-(2,2-dimethyl-cyclopropyl)octan-1-ol